6-(azetidin-1-yl)-N-[(3S)-9-fluoro-2-oxo-5-phenyl-1,3-dihydro-1,4-benzodiazepine-3-Yl]-2-(2-fluorophenyl)imidazo[1,2-b]pyridazine-3-carboxamide N1(CCC1)C=1C=CC=2N(N1)C(=C(N2)C2=C(C=CC=C2)F)C(=O)N[C@@H]2C(NC1=C(C(=N2)C2=CC=CC=C2)C=CC=C1F)=O